FC1(CC=C(CC1)N1C=C(C=C(C1=O)C)NC(C1=C(C=C(C=C1)NS(=O)(=O)CCO)N1CCC2(CC2)CC1)=O)F N-(1-(4,4-difluorocyclohex-1-en-1-yl)-5-methyl-6-oxo-1,6-dihydropyridin-3-yl)-4-((2-hydroxyethyl)sulfonamido)-2-(6-azaspiro[2.5]octan-6-yl)benzamide